C1=C(C=CC2=C(C3=CC(=CC=C3C(=C12)C#CC1=C(N(C2=CC=CC=C2)C2=CC=CC=C2)C=CC=C1)C#CC1=C(N(C2=CC=CC=C2)C2=CC=CC=C2)C=CC=C1)C#CC1=C(N(C2=CC=CC=C2)C2=CC=CC=C2)C=CC=C1)C#CC1=C(N(C2=CC=CC=C2)C2=CC=CC=C2)C=CC=C1 4''-(anthracene-2,6,9,10-tetrayltetrakis(ethyne-2,1-diyl))tetrakis(N,N-diphenylaniline)